N-(2-methacryloyl-oxyethyl)carbamic acid-(2-methacryloyloxyethyl) ester C(C(=C)C)(=O)OCCOC(NCCOC(C(=C)C)=O)=O